C(CCCC)OC(=O)C1C(CCCC1)C(=O)OCCCCC cyclohexane-1,2-dicarboxylic acid dipentyl ester